tert-butyl 3-((2-(((2-bromopyridin-4-yl)amino)methyl)-6-cyclopropylimidazo[1,2-a]pyridin-8-yl)(hydroxy)methyl)azetidine-1-carboxylate BrC1=NC=CC(=C1)NCC=1N=C2N(C=C(C=C2C(C2CN(C2)C(=O)OC(C)(C)C)O)C2CC2)C1